2-((1H-pyrazol-3-yl)methyl)-6-(4-methoxybenzyl)-4-methyl-4,6-dihydro-5H-thiazolo[5',4':4,5]pyrrolo[2,3-d]pyridazin-5-one N1N=C(C=C1)CC=1SC2=C(N(C=3C(N(N=CC32)CC3=CC=C(C=C3)OC)=O)C)N1